CC=1N(C(=C2C(N(N=CC21)C2=CC=CC=C2)=O)C)C2=CC(=CC=C2)N2C(CCC2)=O 5,7-dimethyl-6-(3-(2-oxopyrrolidin-1-yl)phenyl)-2-phenyl-2,6-dihydro-1H-pyrrolo[3,4-d]pyridazin-1-one